C(#N)C=1C=C(CNC(=O)C2(CC2)SC2=NN=NN2C2=CC=C(C(=O)O)C=C2)C=CC1 4-(5-((1-((3-cyanobenzyl)carbamoyl)cyclopropyl)thio)-1H-tetrazol-1-yl)benzoic acid